C(C)C(CC)NC=1C=C(C=2N(N1)C(=NN2)C(C)C)NCC2=NC=CC=N2 N6-(1-ethylpropyl)-3-isopropyl-N8-(pyrimidin-2-ylmethyl)-[1,2,4]triazolo[4,3-b]pyridazine-6,8-diamine